FC1=C(C=CC=C1)S(=NC(C1=NC=C(C=C1)C1=NOC(=N1)C(F)(F)F)=O)(=O)C N-((2-fluorophenyl)(methyl)(oxo)-λ6-sulfaneylidene)-5-(5-(trifluoromethyl)-1,2,4-oxadiazol-3-yl)picolinamide